(E)-N-(4-((3-chloro-4-(pyridin-2-ylmethoxy)phenyl)amino)-7-ethoxy-2-ethylquinolin-6-yl)-4-(dimethylamino)but-2-enamide ClC=1C=C(C=CC1OCC1=NC=CC=C1)NC1=CC(=NC2=CC(=C(C=C12)NC(\C=C\CN(C)C)=O)OCC)CC